FC(C(C(C(F)(F)F)(F)F)(F)F)(C1=NC2=C3C(=CC=C2C(=C1)C1=CC=CC=C1)C=CC=C3)F 2-(perfluorobutyl)-4-phenylbenzo[h]quinoline